7-(1-(5-acetyl-1-(tetrahydro-2H-pyran-4-yl)-4,5,6,7-tetrahydro-1H-pyrazolo[4,3-c]pyridin-3-yl)-7-(difluoromethyl)-1,2,3,4-tetrahydroquinolin-6-yl)imidazo[1,2-a]pyridin C(C)(=O)N1CC2=C(CC1)N(N=C2N2CCCC1=CC(=C(C=C21)C(F)F)C2=CC=1N(C=C2)C=CN1)C1CCOCC1